FC1=CC2=C(N[C@H](CN2)[C@@H](C2=CC=CC=C2)NCCC=2C=C(C=CC2C)[C@H](C(=O)O)C)N=C1 |o1:26| (R or S)-2-(3-(2-(((R)-((R)-7-fluoro-1,2,3,4-tetrahydropyrido[2,3-b]pyrazin-3-yl)(phenyl)methyl)amino)ethyl)-4-methylphenyl)propanoic acid